NC1=C(C(=NN1)C=1OC=CC1)C#N 5-amino-3-(2-furyl)-1H-pyrazole-4-carbonitrile